C(=O)C1=C(C=C2CCN(CC2=C1)C(=O)OCC1=CC=CC=C1)C1=CC(=C2CCCCN12)C(=O)OC benzyl 7-formyl-6-(1-methoxycarbonyl-5,6,7,8-tetrahydroindolizin-3-yl)-3,4-dihydro-1H-isoquinoline-2-carboxylate